N-[1-(2-{6-[(3r,5r)-3-amino-5-fluoropiperidine-1-carbonyl]-4-methoxy-3-methylpyrazolo[1,5-a]pyridin-2-yl}-1-(cyclopropylmethyl)-1H-indol-6-yl)piperidin-4-yl]-N-methylacetamide N[C@H]1CN(C[C@@H](C1)F)C(=O)C=1C=C(C=2N(C1)N=C(C2C)C=2N(C1=CC(=CC=C1C2)N2CCC(CC2)N(C(C)=O)C)CC2CC2)OC